Methyl-2-[4-[5-amino-4-cyano-1-(1,1-difluoropropan-2-yl)pyrazol-3-yl]phenyl]prop-2-enoate COC(C(=C)C1=CC=C(C=C1)C1=NN(C(=C1C#N)N)C(C(F)F)C)=O